O=C(OCOCN(C)C)N(CC1=CC(=CC=C1)OC)CC1=CC(=CC=C1)OC 5-oxo-7-(3-methoxyphenyl)-6-(3-methoxybenzyl)-2,4-dioxa-6-aza-heptyl-N,N-dimethylamine